6-ethoxy-2-(2-fluoro-3,6-dimethylphenyl)-2,5-dihydro-4H-pyrazolo[3,4-d]pyrimidin-4-one C(C)OC=1NC(C=2C(N1)=NN(C2)C2=C(C(=CC=C2C)C)F)=O